C(C)(C)C=1C=C(C=CC1)[C@H]1CC2(CN(C2)C(=O)C2CC3(C2)NC(OC3)=O)CC1 |r| (rac)-(2s,4s)-2-(6-(3-isopropylphenyl)-2-azaspiro[3.4]octane-2-carbonyl)-7-oxa-5-azaspiro[3.4]octane-6-one